5-(cyclopropylethynyl)pyrazine-2-carbaldehyde C1(CC1)C#CC=1N=CC(=NC1)C=O